ClC=1C=C2C(=CNC2=CC1)CC(=O)N(C)C1=NC(=C(C=C1)Cl)F 2-(5-chloro-1H-indol-3-yl)-N-(5-chloro-6-fluoropyridin-2-yl)-N-methylacetamide